1-(benzofuran-2-yl)-2-bromoethan-1-one O1C(=CC2=C1C=CC=C2)C(CBr)=O